C(C)(C)(C)OC(N[C@@H]1CC[C@H](CC1)NC(=O)OC(C)(C)C)=O (trans-4-((tert-butoxycarbonyl)amino)cyclohexyl)carbamic acid tert-butyl ester